FC=1C=CC(=NC1)C1=NN2C(CNCC2)=C1C1=C2C(=NC(=C1)C)NN=C2 4-[2-(5-fluoro-2-pyridinyl)-4,5,6,7-tetrahydropyrazolo[1,5-a]pyrazin-3-yl]-6-methyl-1H-pyrazolo[3,4-b]pyridine